7-((4-(1H-pyrrolo[2,3-b]pyridin-1-yl)pyrimidin-2-yl)amino)-3-acetyl-4-morpholinyl-2H-benzopyran-2-one N1(C=CC=2C1=NC=CC2)C2=NC(=NC=C2)NC2=CC1=C(C(=C(C(O1)=O)C(C)=O)N1CCOCC1)C=C2